2-[(4-cyclopropylimidazol-1-yl)methoxy]ethyl-trimethyl-silane C1(CC1)C=1N=CN(C1)COCC[Si](C)(C)C